NC[C@H](CNC(OC(C)(C)C)=O)NC(OC(C)(C)C)=O (R)-di-tert-butyl (3-aminopropane-1,2-diyl)dicarbamate